4-(3-Pyridin-4-ylmethyl-ureido)-N-(3-chloro-phenyl)-benzenesulfonamide N1=CC=C(C=C1)CNC(NC1=CC=C(C=C1)S(=O)(=O)NC1=CC(=CC=C1)Cl)=O